N1(CCC1)C1=CC=CC(=N1)NC([O-])=O N-[6-(azetidin-1-yl) pyridin-2-yl]Carbamate